FC1=CC=C(C=C1)C=1C=C2C(=C(C(N(C2=NC1)CCN1CCOCC1)=O)C(=O)NC1(CCC(CC1)C)C(NC)=O)O 6-(4-fluorophenyl)-4-hydroxy-N-((1s,4s)-4-methyl-1-(methylcarbamoyl)cyclohexyl)-1-(2-morpholinoethyl)-2-oxo-1,2-dihydro-1,8-naphthyridine-3-carboxamide